5-(4-(dimethylamino)phenyl)-1-(3-hydroxybenzothiophen-2-yl)pentan-2,4-dien-1-one CN(C1=CC=C(C=C1)C=CC=CC(=O)C=1SC2=C(C1O)C=CC=C2)C